ClC=1C=C(C(=NC1)CC1C(N(C2=NC=CC=C21)COCC[Si](C)(C)C)=O)CCl 3-((5-chloro-3-(chloromethyl)pyridin-2-yl)methyl)-1-((2-(trimethyl-silyl)ethoxy)methyl)-1H-pyrrolo[2,3-b]pyridin-2(3H)-one